(azetidin-3-yl)methane-sulfonamide hydrochloride Cl.N1CC(C1)CS(=O)(=O)N